CC1(OCCC(C1)N1C[C@@H]2[C@H](C1)CC(C2)NC=2C=CC=1N(N2)C=NN1)C N-((3aR,5s,6aS)-2-(2,2-dimethyltetrahydro-2H-pyran-4-yl)octahydrocyclopenta[c]pyrrol-5-yl)-[1,2,4]triazolo[4,3-b]pyridazin-6-amine